BrC1=C(N(N=C1)C)C=1C=C(C=CC1OC)NC(=S)NC1=CC=C(C=C1)Cl 1-[3-(4-Bromo-2-methyl-2H-pyrazol-3-yl)-4-methoxyphenyl]-3-(4-chloro-phenyl)-thiourea